3-(2-amino-5-chloropyrimidin-4-yl)-1H-indole-1-carboxylic acid tert-butyl ester C(C)(C)(C)OC(=O)N1C=C(C2=CC=CC=C12)C1=NC(=NC=C1Cl)N